3,6-bis(5-pyrimidinyl)-1,2,4,5-tetrazine N1=CN=CC(=C1)C=1N=NC(=NN1)C=1C=NC=NC1